P(=O)(OC[N+]1=C(C(=CC=C1)C1=CC(=NO1)CC=1C=NC(=CC1)OCC1=CC(=NC=C1)Cl)N)(O)[O-] (2-amino-3-(3-((6-((2-chloropyridin-4-yl)methoxy)pyridin-3-yl)methyl)isoxazol-5-yl)pyridin-1-ium-1-yl)methyl hydrogen phosphate